N-[2-(2-aminoethylamino)-2-oxo-ethyl]-4-[[(3R,4R)-1-(2-cyanoacetyl)-4-methyl-3-piperidinyl]-methyl-amino]pyrrolo[2,3-d]pyrimidine-7-carboxamide hydrochloride Cl.NCCNC(CNC(=O)N1C=CC2=C1N=CN=C2N(C)[C@H]2CN(CC[C@H]2C)C(CC#N)=O)=O